1-(2-Morpholinoethyl)-7-(4-(trifluoromethoxy)phenyl)-3,4-dihydro-quinolin-2(1H)-one O1CCN(CC1)CCN1C(CCC2=CC=C(C=C12)C1=CC=C(C=C1)OC(F)(F)F)=O